(1S,2S,3R)-2-amino-3-(3-bromo-5-chloro-7-((thiophen-2-ylmethyl)amino)thieno[3,2-b]pyridin-2-yl)cyclohexan-1-ol trifluoroacetate FC(C(=O)O)(F)F.N[C@@H]1[C@H](CCC[C@H]1C1=C(C2=NC(=CC(=C2S1)NCC=1SC=CC1)Cl)Br)O